ClC=1C=C(C=2C[C@H](CC2C1)NC=1N=CC2=C(N1)CN(C2=O)CC2COC2)C#N (S)-6-chloro-2-((6-(oxetan-3-ylmethyl)-5-oxo-6,7-dihydro-5H-pyrrolo[3,4-d]pyrimidin-2-yl)amino)-2,3-dihydro-1H-indene-4-carbonitrile